C(C1=CC=CC=C1)N1CN(N2C(C1=O)=C(C(C=C2)=O)OCC2=CC=CC=C2)C21C(=CC3=CC=CC=C23)CC=2C=C(C(=CC21)F)F 3-benzyl-5-(benzyloxy)-1-(6,7-difluoroindeno[1,2-a]inden-4b(9H)-yl)-2,3-dihydro-1H-pyrido[2,1-f][1,2,4]triazine-4,6-dione